N1C=CC(C2=CC=CC=C12)=O 1H-quinolin-4-one